tert-butyl-7-amino-2-azaspiro-[3.5]-nonane-2-carboxylate C(C)(C)(C)OC(=O)N1CC2(C1)CCC(CC2)N